(E)-2-methoxy-4-(3-((4-methoxybenzyl)amino)-3-oxoprop-1-en-1-yl)phenylisobutyrate COC1=C(C=CC(=C1)\C=C\C(=O)NCC1=CC=C(C=C1)OC)OC(C(C)C)=O